C(=O)[C@@H]1CC[C@H](OC1)CN1CCN(CC1)C(=O)OCC1=CC=CC=C1 benzyl 4-[[(2S,5R)-5-formyltetrahydropyran-2-yl]methyl]piperazine-1-carboxylate